1-(2-(1-(2-hydroxyethyl)-1H-imidazo[1,2-b]pyrazole-7-carbonyl)-2-azaspiro[3.3]heptan-6-yl)-1-methyl-3-(3-(trifluoromethyl)phenyl)urea OCCN1C=CN2N=CC(=C21)C(=O)N2CC1(C2)CC(C1)N(C(=O)NC1=CC(=CC=C1)C(F)(F)F)C